tert-butyl N-[(1S)-1-[(2S,4R)-4-hydroxy-2-[[(1S)-1-[4-(2-methylpyrazol-3-yl)phenyl]ethyl]carbamoyl]pyrrolidine-1-carbonyl]-2,2-dimethyl-propyl]carbamate O[C@@H]1C[C@H](N(C1)C(=O)[C@H](C(C)(C)C)NC(OC(C)(C)C)=O)C(N[C@@H](C)C1=CC=C(C=C1)C=1N(N=CC1)C)=O